CC(CCOC1=CC=C(C#N)C=C1)(C)C 4-(3,3-dimethylbutoxy)benzonitrile